C1(CC1)S(=O)(=O)NC=1SC=C(N1)C(C(=O)NC1=CC=C(C=C1)C=1C=NC=C(C1)OCCC)(C)C 2-(2-(cyclopropanesulfonamido)thiazol-4-yl)-2-methyl-N-(4-(5-propoxypyridin-3-yl)phenyl)propanamide